(6R,7R)-7-[(R)-2-amino-2-(1,4-cyclohexadien-1-yl)acetamido]-3-methyl-8-oxo-5-thia-1-azabicyclo[4.2.0]Oct-2-ene-2-carboxylic acid N[C@@H](C(=O)N[C@H]1[C@H]2SCC(=C(N2C1=O)C(=O)O)C)C1=CCC=CC1